IC=1C(=NC(=NC1)Cl)NC1=CC=CC(=N1)C(C)(C)O 2-(6-((5-iodo-2-chloropyrimidin-4-yl)amino)pyridin-2-yl)propan-2-ol